O=C1CN(CCN1)C(=O)OC(C)(C)C 2-methylpropan-2-yl 3-oxopiperazine-1-carboxylate